BrC1=C(C=C2C(=NC(=NC2=C1F)O)O)C(F)(F)F 7-Bromo-8-fluoro-6-(trifluoromethyl)quinazoline-2,4-diol